ClC1=CC=C2C(=NC=NC2=C1)NC=1C=CC(=NC1)N1C=NC(=C1C)C 5-((7-chloroquinazolin-4-yl)amino)-2-(4,5-dimethyl-1H-imidazol-1-yl)pyridin